BrC=1C=C2CCC(NC2=CC1)=O 6-bromo-3,4-dihydroquinolin-2(1H)-one